5-(2-fluoro-4-nitrophenyl)-1,3-oxazole FC1=C(C=CC(=C1)[N+](=O)[O-])C1=CN=CO1